4-((2-chloro-phenoxy)-2-oxo-2,5-dihydro-pyrrol-1-yl)-4-methyl-pentanoic acid [1-((R)-2,3-dihydroxy-propyl)-1H-pyrazol-3-yl]-amide O[C@H](CN1N=C(C=C1)NC(CCC(C)(C)N1C(C(=CC1)OC1=C(C=CC=C1)Cl)=O)=O)CO